O=C1NC(CCC1N1C(N(C2=C1C=C(C=C2)F)C)=O)=O 1-(2,6-dioxopiperidin-3-yl)-6-fluoro-3-methyl-2-oxo-2,3-dihydro-1H-benzo[d]imidazol